C1(=CC=CC=C1)CS(=O)(=O)OC1=C(O[C@@](C1=O)([2H])C1=CC(=CC(=C1)F)Cl)N (S)-2-amino-5-(3-chloro-5-fluorophenyl)-4-oxo-4,5-dihydrofuran-3-yl-5-d phenylmethanesulfonate